[Al+3].[PH4+] phosphonium aluminum